ClC1=C2C=CC(=C(C2=CC=C1)SC)[B] (5-chloro-1-(methylthio)naphthalen-2-yl)boron